4,9-tetradecadienyl acetate C(C)(=O)OCCCC=CCCCC=CCCCC